COCNS(=O)(=O)CC N-(methoxymethyl)ethane-1-sulfonamide